2-cyclohexyl-2-(2-triphenylsilylethyl)-1-ethoxy-3-methoxypropane C1(CCCCC1)C(COCC)(COC)CC[Si](C1=CC=CC=C1)(C1=CC=CC=C1)C1=CC=CC=C1